OCCCC(C=1N=NNC1)N(C(CCCO)C=1N=NNC1)C(CCCO)C=1N=NNC1 tris-(hydroxypropyl-triazolylmethyl)amine